4-(8-chloro-4-methyl-3,4-dihydroquinazolin-2-yl)-3-methyl-phenol ClC=1C=CC=C2C(NC(=NC12)C1=C(C=C(C=C1)O)C)C